7-[[2-(mercaptomethyl)-1-oxo-3-phenylpropyl]amino]heptanoic acid SCC(C(=O)NCCCCCCC(=O)O)CC1=CC=CC=C1